5-(5-amino-3-hydroxy-2-methylphenyl)-1-methyl-3-morpholinopyridin-2(1H)-one NC=1C=C(C(=C(C1)C=1C=C(C(N(C1)C)=O)N1CCOCC1)C)O